[14C](CCNC([C@H](O)C(C)(C)CO)=O)(=O)O [14C]pantothenic acid